C(#N)C=1C=C(C=CC1)N1N=C(C=C1C(=O)NC1=C(C=CC(=C1)C(C1=NC=CC=C1)O)F)C(F)(F)F (3-cyanophenyl)-N-(2-fluoro-5-(hydroxy(pyridin-2-yl)methyl)phenyl)-3-(trifluoromethyl)-1H-pyrazole-5-carboxamide